C(CCCCC)OC1=CC=C(C(=O)NCC=2C(=NNC2)C2=CC=CC=C2)C=C1 4-(hexyloxy)-N-((3-phenyl-1H-pyrazol-4-yl)methyl)benzamide